bromo-6-((4-chloro-2-fluorobenzyl)oxy)pyridine Methyl-(R,E)-1-methyl-4-((1-(3-methylmorpholino)ethylidene)amino)-1H-pyrazole-5-carboxylate COC(=O)C1=C(C=NN1C)/N=C(\C)/N1[C@@H](COCC1)C.BrC1=NC(=CC=C1)OCC1=C(C=C(C=C1)Cl)F